N-tert-butoxycarbonyl-3,6-dioxa-1,8-octanediamine C(C)(C)(C)OC(=O)NCCOCCOCCN